di-tert-butyl 2,5-dioxoadipate O=C(C(=O)OC(C)(C)C)CCC(C(=O)OC(C)(C)C)=O